N,N1-Bis-(4-methoxyphenyl)-6-morpholine-4-yl-[1,3,5]triazine-2,4-diamine hydrochloride Cl.COC1=CC=C(C=C1)NC1N(C(=NC(=N1)N)N1CCOCC1)C1=CC=C(C=C1)OC